C(C(=C)C)(=O)OCCC[Si](O[Si](CC)(CC)CC)(O[Si](CC)(CC)CC)O[Si](CC)(CC)CC [tris(triethylsiloxy)silyl]propyl methacrylate